C1(CC1)CN1CC2=CC=C(C=C2CC1)NC1=NC=C2C(=N1)N(N(C2=O)C(C)C)C2=NC(=C(C=C2)F)C(C)(C)O 6-((2-(cyclopropylmethyl)-1,2,3,4-tetrahydroisoquinolin-6-yl)amino)-1-(5-fluoro-6-(2-hydroxypropan-2-yl)pyridin-2-yl)-2-isopropyl-1,2-dihydro-3H-pyrazolo[3,4-d]pyrimidin-3-one